CN(CCCC1(C(=O)N)CC=CC=C1)C 1-[3-(dimethylamino)propyl]benzamide